N1(N=NC2=C1C=CC=C2)C=2C=C(N(C)C)C=C(C2)I 3-(1H-benzo[d][1,2,3]triazol-1-yl)-5-iodo-N,N-dimethylaniline